ClC1=CC=C(C=N1)NC1=NC=CC2=CC(=CC=C12)O[C@@H]1CS(CC1)(=O)=O (S)-3-((1-((6-chloropyridin-3-yl)amino)isoquinolin-6-yl)oxy)tetrahydrothiophene 1,1-dioxide